3-(3-((1H-imidazol-5-yl)methoxy)-2,5-dioxo-2,5-dihydro-1H-pyrrol-1-yl)piperidine-2,6-dione N1C=NC=C1COC=1C(N(C(C1)=O)C1C(NC(CC1)=O)=O)=O